CC(C(=O)N[C@H](C(=O)N[C@H](C(=O)O)CCCNC(=O)N)C(C)C)(CCN1N=NC(=C1)C=1C=NC(=NC1)S(=O)(=O)C)C (S)-2-((S)-2-(2,2-dimethyl-4-(4-(2-(methylsulfonyl)pyrimidin-5-yl)-1H-1,2,3-triazol-1-yl)butanamido)-3-methylbutanamido)-5-ureidopentanic acid